FC=1C(=CC(=NC1)OC)C1=C(C=C(COC2=NC=CC(=C2)C(CP(OCC)(=O)C)C)C=C1)[C@H](C(C)(C)C)OC ethyl (2-(2-((4-(5-fluoro-2-methoxypyridin-4-yl)-3-((S)-1-methoxy-2,2-dimethylpropyl)benzyl)oxy)pyridin-4-yl)propyl)(methyl)phosphinate